CC1([C@@H]([C@@H]1C=C(C)C)C(=O)OCC1=CC(=CC=C1)OC1=CC=CC=C1)C 3-phenoxybenzyl (1R)-cis,trans-2,2-dimethyl-3-(2-methylprop-1-enyl)cyclopropanecarboxylate